SC(C(C)(C)O)O 1-mercapto-2-methyl-1,2-propylene glycol